BrC=1C=CC(=C(OC[C@H]2N(CCC2)C(=O)OC(C)(C)C)C1)C(=O)OC tert-butyl (S)-2-((5-bromo-2-(methoxycarbonyl)phenoxy)methyl)-pyrrolidine-1-carboxylate